FC(C(=O)O)(F)F.N1C(=NC=C1)C1CCN(CC1)C(=O)C=1C=NC(=CC1)C1=CC=CC=C1 (4-(1H-imidazol-2-yl)piperidin-1-yl)(6-phenylpyridin-3-yl)methanone, trifluoroacetic acid salt